1-(5-(3-chloropropyl)-1-oxoisoindolin-2-yl)dihydropyrimidine-2,4(1h,3h)-dione ClCCCC=1C=C2CN(C(C2=CC1)=O)N1C(NC(CC1)=O)=O